CCCCCCOC(=O)C1=CC=CC=C1C(=O)C2=C(C=C(C=C2)N(CC)CC)O diethylaminohydroxybenzoyl Hexyl benzoate